trisodium (4E)-3-oxo-4-[(4-sulfonato-1-naphthyl) hydrazono]naphthalene-2,7-disulfonate O=C/1C(=CC2=CC(=CC=C2\C1=N/NC1=CC=C(C2=CC=CC=C12)S(=O)(=O)[O-])S(=O)(=O)[O-])S(=O)(=O)[O-].[Na+].[Na+].[Na+]